C(CCCCCC(C(=O)[O-])CCCCCCCC(CCCCCCCC)O)C(C(=O)[O-])CCCCCCCC(CCCCCCCC)O hexane-1,6-diyl-bis(10-hydroxyoctadecanoate)